N-(3-aminopropyl)furfuryl-amine NCCCNCC1=CC=CO1